7H-chromeno[3',4':5,6]pyrano[2,3-b]pyridine-6,7-dione C1=C2C(=CC=C1)OC(C=1C(C=3C(=NC=CC3)OC12)=O)=O